aluminum ethylacetate isopropoxy(methylacetate) C(C)(C)OC(C(=O)[O-])C.C(C)OC(C)=O.[Al+3].C(C)(C)OC(C(=O)[O-])C.C(C)(C)OC(C(=O)[O-])C